C(C)(=O)O\N=C\C1=CC=C(C=C1)C(=O)C1=CC=C(C2=CC=CC(=C12)OC)OC (E)-4-(4,8-dimethoxy-1-naphthoyl)benzaldehyde-O-acetyloxime